2-(3-(benzyloxy)adamantan-1-yl)isoindoline-1,3-dione C(C1=CC=CC=C1)OC12CC3(CC(CC(C1)C3)C2)N2C(C3=CC=CC=C3C2=O)=O